FC=1C(=NC(=CC1)C)OC 3-fluoro-2-methoxy-6-methyl-pyridine